(3-aminopropyl)(n-butyl)phosphinic acid NCCCP(O)(=O)CCCC